5-[4-({7-[2-(tert-butyldimethylsilyl)ethynyl]-6-oxo-5H-1,5-naphthyridin-3-yl}methyl)piperazin-1-yl]pyridine-2-carbonitrile [Si](C)(C)(C(C)(C)C)C#CC=1C(NC=2C=C(C=NC2C1)CN1CCN(CC1)C=1C=CC(=NC1)C#N)=O